N1=CC=CC(=C1)[C@@H]1N(C)CCC1 |r| racemic-(±)-(R,S)-nicotine